C(C)(C)(CC)N=[Ta](N(CC)CC)(N(CC)CC)N(CC)CC tertiary amyl-iminotris(diethylamino)tantalum